(3R)-1-[2-[[2-fluoro-4-(trifluoromethyl)phenyl]methyl]-2,7-diazaspiro[3.5]nonane-7-carbonyl]pyrrolidine-3-carboxamide FC1=C(C=CC(=C1)C(F)(F)F)CN1CC2(C1)CCN(CC2)C(=O)N2C[C@@H](CC2)C(=O)N